C(C)(C)(C)C=1C(=NC=CC1NC(CC1=C(C=CC(=C1)C)OC)=O)C(=O)N tert-butyl-4-[[2-(2-methoxy-5-methyl-phenyl)acetyl]amino]pyridine-2-carboxamide